C(C)(C)(C)OC(=O)N(CCCCC(=O)OC)[C@@H]1C[C@@H](N(C2=CC=CC=C12)C(CC)=O)C |o1:16,18| Methyl 5-((tert-butoxycarbonyl)((2S*,4R*)-2-methyl-1-propionyl-1,2,3,4-tetrahydroquinolin-4-yl)amino)pentanoate